N-{3-[2-(4-chloro-3-fluorophenoxy)acetamido]bicyclo[1.1.1]pentan-1-yl}-3-(2,5-dimethoxyphenyl)propanamide ClC1=C(C=C(OCC(=O)NC23CC(C2)(C3)NC(CCC3=C(C=CC(=C3)OC)OC)=O)C=C1)F